5-((3-((2-(difluoromethoxy)-6-methylpyridin-3-yl)carbamoyl)-3-(2-isopropylphenyl)azetidin-1-yl)methyl)furan-2-carboxylic acid FC(OC1=NC(=CC=C1NC(=O)C1(CN(C1)CC1=CC=C(O1)C(=O)O)C1=C(C=CC=C1)C(C)C)C)F